O[C@@H]1[C@H](N(C1)C=1N=CC(=C2C=CN=CC12)C(C)C)C 8-((2R,3S)-3-hydroxy-2-methylazetidin-1-yl)-5-isopropyl-2,7-naphthyridin